C(C)(=O)OC12C3C(C(C=C1)(CC2)OC(C)=O)C(=O)OC3=O 1,4-diacetoxybicyclo[2.2.2]Oct-5-ene-2,3-dicarboxylic acid anhydride